Cl.N1=NC(C2=C1CCCCCCCCC2)=O pyrazolocycloundecan-3-one hydrochloride